8-Azabicyclo[3.2.1]octan-3-ol C12CC(CC(CC1)N2)O